COC(=O)[C@@]1([C@@H](C1)CCN1CCN(CC1)C(C)=O)NC(=O)OC(C)(C)C (1R,2R)-2-(2-(4-acetylpiperazin-1-yl)ethyl)-1-(tert-butoxycarbonylamino)cyclopropanecarboxylic acid methyl ester